C(C1=CC=CC=C1)OC1=C(C(=CC(=C1)O)O)C(CCCl)=O 1-(2-(Benzyloxy)-4,6-dihydroxyphenyl)-3-chloropropan-1-one